ClC=1C(=CC(=C(C1)NC=1C2=C(N=CN1)C=CC(=N2)N2[C@@H]1CN[C@H](C2)C1)F)OC(F)F N-[5-chloro-4-(difluoromethoxy)-2-fluoro-phenyl]-6-[(1S,4S)-2,5-diazabicyclo[2.2.1]heptan-2-yl]pyrido[3,2-d]pyrimidin-4-amine